((6-((dimethylamino)methyl)-5-(3-hydroxycyclopentyl)pyridin-2-yl)amino)-4-(7-fluoroimidazo[1,2-a]pyridin-3-yl)-1-oxoisoindoline-2-carboxylic acid tert-butyl ester C(C)(C)(C)OC(=O)N1C(C2=CC=CC(=C2C1NC1=NC(=C(C=C1)C1CC(CC1)O)CN(C)C)C1=CN=C2N1C=CC(=C2)F)=O